FC=1C=C(C=C(C1)S(=O)(=O)C)C(C)=O 1-(3-fluoro-5-methanesulfonylphenyl)ethan-1-one